(±)-2-((2-Chloro-4-(4-(3-chlorophenyl)-trans-2,3-dimethylpiperazine-1-carbonyl)phenyl)sulfinyl)-1-(3-fluorophenyl)ethan-1-one ClC1=C(C=CC(=C1)C(=O)N1[C@H]([C@@H](N(CC1)C1=CC(=CC=C1)Cl)C)C)[S@](=O)CC(=O)C1=CC(=CC=C1)F |&1:24|